C(OC1=C(C=C(C=C1OC)\C=C/1\C(=C(C2=CC(=CC=C12)F)CC(=O)NCC=1N(C=CC1)C)C)OC)(OC1=CC=C(C=C1)[N+](=O)[O-])=O (Z)-4-((5-fluoro-2-methyl-3-(2-(((1-methyl-1H-pyrrol-2-yl)methyl)amino)-2-oxoethyl)-1H-inden-1-ylidene)methyl)-2,6-dimethoxyphenyl (4-nitrophenyl) carbonate